OC(C)C=1N=C2N(N(C(C=C2N2C[C@H](N(C[C@@H]2C)C(=O)OC(C)(C)C)C)=O)C)C1 tert-butyl (2R,5S)-4-(2-(1-hydroxyethyl)-5-methyl-6-oxo-5,6-dihydroimidazo[1,2-b]pyridazin-8-yl)-2,5-dimethylpiperazine-1-carboxylate